lithium 4-cyclopropyl-1,2,5-oxadiazole-3-carboxylate C1(CC1)C=1C(=NON1)C(=O)[O-].[Li+]